O1C(=CC=C1)C(CC=1OC=CC1)=O 1,2-difuranyl-1-ethanone